glycidyl glycidate (glycidyl glycidate) C(C1CO1)C1(C(=O)O)CO1.C(C1CO1)(=O)OCC1CO1